C(N(C1=CC=CC=C1)C)N(C1=CC=CC=C1)C methylenebis(N-methylaniline)